N(=[N+]=[N-])C1=C(C(=C(C(=O)O)C(=C1F)F)F)F.FC=1C(=C(C(=C(C1)N=[N+]=[N-])F)F)F tetrafluorophenyl azide compound with 4-azido-2,3,5,6-tetrafluorobenzoic acid